C1(CC1)C1=C(C(=NO1)C1=C(C=NC=C1Cl)Cl)/C=C/C1C2CN(CC12)C=1C=C2C(=CC(=NC2=CC1)C(=O)O)OCCOC (E)-6-(6-(2-(5-cyclopropyl-3-(3,5-dichloropyridin-4-yl)isoxazol-4-yl)vinyl)-3-azabicyclo[3.1.0]hex-3-yl)-4-(2-methoxyethoxy)quinoline-2-carboxylic acid